FCCN1C=CC=2C(NC=CC21)=O 1-(2-fluoroethyl)-1H,4H,5H-pyrrolo[3,2-c]pyridin-4-one